(S)-2-(((3-butyl-3-methyl-7-(methylthio)-1,1-dioxido-5-phenyl-2,3,4,5-tetrahydro-1,5-benzothiazepin-8-yl)methyl)thio)acetic acid C(CCC)[C@@]1(CS(C2=C(N(C1)C1=CC=CC=C1)C=C(C(=C2)CSCC(=O)O)SC)(=O)=O)C